C(C)(C)(C)OC(=O)N1[C@H](CN(CC1)C=1C=NC(=CC1OC)N1C(=CC=C1C)C)C(O[SiH2]C(C)(C)C)(C)C (R)-2-(tert-butyl-dimethyl-silanyloxymethyl)-4-[6-(2,5-dimethyl-pyrrol-1-yl)-4-methoxyPyridin-3-yl]Piperazine-1-carboxylic acid tert-butyl ester